tert-butyl 2-methyl-2-(pyrimidin-2-yl)-1-((5-(1-(trifluoromethyl)-1H-pyrazol-4-yl)pyridin-2-yl)methyl)hydrazine-1-carboxylate CN(N(C(=O)OC(C)(C)C)CC1=NC=C(C=C1)C=1C=NN(C1)C(F)(F)F)C1=NC=CC=N1